OC1(CNC1)CNC1=CC(=C2CN(C(C2=C1)=O)C1CCC(CC1)C(=O)NC1=CC(=C(C=C1)C)OC)C (1s,4s)-4-(6-(((3-hydroxyazetidin-3-yl)methyl)amino)-4-methyl-1-oxoisoindolin-2-yl)-N-(3-methoxy-4-methylphenyl)cyclohexanecarboxamide